C(C)(C)(C)OC(=O)N[C@H]1CCC2=CC=CC=3C[C@H](N(C1=O)C32)C(=O)O (2S,11S)-11-[(tert-butoxycarbonyl)amino]-12-oxo-1-azatricyclo[6.4.1.0[4,13]]trideca-4(13),5,7-triene-2-carboxylic acid